Cl.N1[C@@H](CCCC1)C(=O)OC (S)-methyl pipecolinate hydrochloride